FC(CC1OCCO1)(F)F 2-(2,2,2-trifluoroethyl)-1,3-dioxolane